N1=CC=C(C=C1)C1=CN=C2N1N=C(C=C2)C=2C=C(C=CC2)O 3-[3-(4-pyridyl)imidazo[1,2-b]pyridazin-6-yl]phenol